1,3,6-trihydroxy-7-methoxy-2,8-bis(3-methyl-2-butenyl)-9H-xanthen-9-one OC1=C(C(=CC=2OC3=CC(=C(C(=C3C(C12)=O)CC=C(C)C)OC)O)O)CC=C(C)C